9-(cyclopropylmethyl)-2,9-diazaspiro[5.5]undecan-1-one C1(CC1)CN1CCC2(CCCNC2=O)CC1